O1C(=CC=C1)CNCC1=CC(=NC=C1)N1CCCCC1 N-(2-furylmethyl)-1-[2-(1-piperidinyl)-4-pyridinyl]methylamine